1-(4'-azido-β-D-ribofuranosyl)4-thiouracil N(=[N+]=[N-])[C@]1([C@H]([C@H]([C@@H](O1)N1C(=O)NC(=S)C=C1)O)O)CO